(S)-3-(3-(5-(1-amino-1,3-dihydrospiro[indene-2,4'-piperidin]-1'-yl)-6-(hydroxymethyl)pyrazin-2-yl)prop-2-yn-1-yl)phenol N[C@@H]1C2=CC=CC=C2CC12CCN(CC2)C=2N=CC(=NC2CO)C#CCC=2C=C(C=CC2)O